FC1=CC=C(C=C1)[C@@H]1[C@H](C1)C1=CCN(C(=C1)C)C1=CC=NC=C1C 4-((1S,2S)-2-(4-fluorophenyl)cyclopropyl)-5',6-dimethyl-2H-[1,4'-bipyridin]